1-(2-bromobenzo[d]thiazol-6-ylamino)-3-fluoropropan-2-ol BrC=1SC2=C(N1)C=CC(=C2)NCC(CF)O